N(=[N+]=[N-])CC[C@H](N)C(=O)O 4-Azido-L-Homoalanin